3-(5-methyl-1,3-thiazol-2-yl)-5-(tetrahydro-2H-pyran-4-ylmethoxy)benzoic acid CC1=CN=C(S1)C=1C=C(C(=O)O)C=C(C1)OCC1CCOCC1